2-[(1S)-2,2-difluorocyclobutyl]sulfonyl-6,7-dihydro-5H-pyrrolo[1,2-b][1,2,4]triazole FC1([C@H](CC1)S(=O)(=O)C=1N=C2N(N1)CCC2)F